9,9-bis{4-(2-hydroxyethoxy)-3-methylphenyl}fluorene tert-butyl-(S)-2-(4-bromo-2-(hex-5-en-1-yloxy)phenyl)-4-oxopiperidine-1-carboxylate C(C)(C)(C)OC(=O)N1[C@@H](CC(CC1)=O)C1=C(C=C(C=C1)Br)OCCCCC=C.OCCOC1=C(C=C(C=C1)C1(C2=CC=CC=C2C=2C=CC=CC12)C1=CC(=C(C=C1)OCCO)C)C